CC=1C(=C(C=C(C1)C(F)(F)F)O)C=1C=NC=2C(N1)=NN(C2)[C@@H]2[C@H](COCC2)C 3-methyl-2-(2-((3R,4S)-3-methyltetrahydro-2H-pyran-4-yl)-2H-pyrazolo[3,4-b]pyrazin-6-yl)-5-(trifluoromethyl)phenol